7-amino-N-[(6S)-2-[(3S,4S)-3-acetamido-4-methoxypyrrolidin-1-yl]-5,6,7,8-tetrahydroquinolin-6-yl]-3-methylthieno[2,3-b]pyrazine-6-carboxamide NC1=C(SC2=NC(=CN=C21)C)C(=O)N[C@@H]2CC=1C=CC(=NC1CC2)N2C[C@@H]([C@H](C2)OC)NC(C)=O